C(C)[C@H]1COCCN1C1=CC(=CC(=N1)C1=CC=C2C(=N1)C=C(N2)CNC)C2(CCOCC2)S(=O)(=O)C (S)-1-(5-(6-(3-ethylmorpholino)-4-(4-(methylsulfonyl)tetrahydro-2H-pyran-4-yl)pyridin-2-yl)-1H-pyrrolo[3,2-b]pyridin-2-yl)-N-methylmethanamine